C(CCC)C1C(=NN(C1(C(=O)NCCCC(CO)(C)C)C)C=1C=C(C=CC1)C)C1=CC=C(C=C1)F 4-butyl-3-(4-fluorophenyl)-N-(5-hydroxy-4,4-dimethylpentyl)-5-methyl-1-m-tolyl-4,5-dihydro-1H-pyrazole-5-carboxamide